OCCN1CCC(CC1)C(=O)N1C2C3=C(C(CC1)C2)C=CC(=C3)C3=CC=C(C=C3)C(F)(F)F (±)-(1-(2-Hydroxyethyl)piperidin-4-yl)(8-(4-(trifluoromethyl)phenyl)-1,3,4,5-tetrahydro-2H-1,5-methanobenzo[c]azepin-2-yl)methanone